(R)-1-(3-(3-((5-chloropyrimidin-2-yl)amino)pyrrolidine-1-carbonyl)phenyl)-1H-pyrrole ClC=1C=NC(=NC1)N[C@H]1CN(CC1)C(=O)C=1C=C(C=CC1)N1C=CC=C1